N1CC(C1)C=1C(=C(C=C(C1C)Cl)C(C)N1N=C(C=2C1=NC=NC2N)Br)OC 1-[1-(3-Azetidin-3-yl-5-chloro-2-methoxy-4-methylphenyl)ethyl]-3-bromo-1H-pyrazolo[3,4-d]pyrimidin-4-amine